3-fluoro-1-[[(3R)-3-methyl-6-(2-methylpropoxy)-3,4-dihydronaphthalen-2-yl]methyl]azetidine-3-carboxylic acid FC1(CN(C1)CC1=CC2=CC=C(C=C2C[C@H]1C)OCC(C)C)C(=O)O